C(C)(C)(C)OC(=O)N[C@@H](C(=O)N[C@@H](C(=O)O)CCCCC(F)(F)F)CC1=CC=CC=C1 (2R)-2-[[(2R)-2-(tert-butoxycarbonylamino)-3-phenyl-propionyl]amino]-7,7,7-trifluoro-heptanoic acid